4-bromo-6,6-difluoro-7,7-dimethyl-5-methylene-1-(tetrahydro-2H-pyran-2-yl)-1,5,6,7-tetrahydrocyclopenta[f]indazole BrC1=C2C=NN(C2=CC2=C1C(C(C2(C)C)(F)F)=C)C2OCCCC2